(S)-tert-butyl (1-(4-(2-acetamidopyridin-4-yl)-2,6-difluorophenoxy)-4-methylpentan-2-yl)carbamate C(C)(=O)NC1=NC=CC(=C1)C1=CC(=C(OC[C@H](CC(C)C)NC(OC(C)(C)C)=O)C(=C1)F)F